[Sn].C(CCCCCCC)[Sn]CCCCCCCC dioctyltin Tin